ClC=1C=C(C(=O)N2CC=3C(=NN4C3C(N(CC4)C(C)C4=CC=C(C=C4)NS(=O)(=O)C)=O)C[C@H]2C)C=CC1Cl N-(4-(1-((R)-2-(3,4-dichlorobenzoyl)-3-methyl-10-oxo-1,3,4,7,8,10-hexahydropyrido[4',3':3,4]pyrazolo[1,5-a]pyrazin-9(2H)-yl)ethyl)phenyl)methanesulfonamide